1-menthyl lactate C(C(O)C)(=O)OC1(CCC(CC1)C(C)C)C